3-cyclopentenediamine C1(CC=CC1)(N)N